2,4-di-tert-butyl-6-(3-(4,4,5,5-tetramethyl-1,3,2-dioxaborolan-2-yl)phenyl)-1,3,5-triazine C(C)(C)(C)C1=NC(=NC(=N1)C(C)(C)C)C1=CC(=CC=C1)B1OC(C(O1)(C)C)(C)C